5-methoxy-N-((cis)-4-((7-morpholinoquinoxalin-5-yl)oxy)cyclohexyl)pyrimidin-2-amine COC=1C=NC(=NC1)N[C@@H]1CC[C@@H](CC1)OC1=C2N=CC=NC2=CC(=C1)N1CCOCC1